C(C)(C)(C)C1=C(C(=C(CN2C(=O)N(C(=O)N(C2=O)CC2=C(C(=C(C=C2C)C(C)(C)C)O)C)CC2=C(C(=C(C=C2C)C(C)(C)C)O)C)C(=C1)C)C)O 1,3,5-Tris(4-tert-butyl-3-hydroxy-2,6-dimethylbenzyl)isocyanuric acid